C(C)(=O)ON(CCN(OC(C)=O)OC(C)=O)OC(C)=O.[Na].[Na].[Ca] Calcium disodium ethylenediamine tetra-acetate